COC(=O)C=1C=NC(=NC1)NC1CC2=CC=C(C=C2C1)C#N 2-((5-cyano-2,3-dihydro-1H-inden-2-yl)amino)pyrimidine-5-carboxylic acid methyl ester